(5-(4-Fluoro-3-methoxy-5-(trifluoromethyl)phenyl)isoxazol-3-yl)methanol FC1=C(C=C(C=C1C(F)(F)F)C1=CC(=NO1)CO)OC